P(=O)(OCC(C(C=O)C)(C)C)(O)O 2,2,3-trimethyl-4-oxobutyl dihydrogen phosphate